ClCCC=1C=C2C=CN(C2=CC1)C 5-(2-Chloroethyl)-1-methyl-1H-indole